C1(=CC=CC=C1)C1=CSC=2N=C(C=C(C21)O)O 3-phenylthieno[2,3-b]pyridine-4,6-diol